C1(CCC1)OCC#CC1=NC=2N(C(N(C(C2N1CC1=CC(=C(C=C1)F)F)=O)CCCCO)=O)C (3-Cyclobutoxyprop-1-yn-1-yl)-7-(3,4-difluorobenzyl)-1-(4-hydroxybutyl)-3-methyl-3,7-dihydro-1H-purine-2,6-dione